N-[2,4-dimethyl-5-(1,2,3,4-tetrahydro-1,3-dimethyl-2,4-dioxo-5-pyrimidinyl)phenyl]-1,1,1-trifluoromethanesulfonamide CC1=C(C=C(C(=C1)C)C=1C(N(C(N(C1)C)=O)C)=O)NS(=O)(=O)C(F)(F)F